BrC1=C(N=C(N1C1C(C1)C(F)(F)F)Cl)C(=O)O 5-bromo-2-chloro-1-[2-(trifluoromethyl)cyclopropyl]-1H-imidazole-4-carboxylic acid